di(isopropyl-cumyl) peroxide C(C)(C)CC(C)(C1=CC=CC=C1)OOC(CC(C)C)(C)C1=CC=CC=C1